1,3,5-tris(3',5'-di-tert-butyl-4'-hydroxybenzyl)-s-triazine C(C)(C)(C)C=1C=C(CN2CN(CN(C2)CC2=CC(=C(C(=C2)C(C)(C)C)O)C(C)(C)C)CC2=CC(=C(C(=C2)C(C)(C)C)O)C(C)(C)C)C=C(C1O)C(C)(C)C